C(C)OC1=C(O[C@H]2CN(CCC2)C2=CN=CC(=N2)NC2=CC(=NO2)C(COCCOC)(C)C)C=CC=C1 (R)-N-(6-(3-(2-Ethoxyphenoxy)piperidin-1-yl)pyrazin-2-yl)-3-(1-(2-methoxyethoxy)-2-methylpropan-2-yl)isooxazol-5-amin